[N+](=O)([O-])C1=CC=C(C=C1)C(=O)NCCOCCOCCOCCN(S(=O)(=O)C1=C(C=C(C=C1)[N+](=O)[O-])[N+](=O)[O-])CCNC(OC(C)(C)C)=O tert-Butyl N-[2-(N-{2-[2-(2-{2-[(4-nitrophenyl)formamido]ethoxy} ethoxy)ethoxy]ethyl}2,4-dinitrobenzenesulfonamido)ethyl]carbamate